3-((S)-2-((4-(dimethylamino)phenyl)sulfanyl)-3,3-dimethylbutyryl)-6,6-dimethyl-3-azabicyclo[3.1.0]hexane-2-carboxamide CN(C1=CC=C(C=C1)S[C@H](C(=O)N1C(C2C(C2C1)(C)C)C(=O)N)C(C)(C)C)C